C(CC)OCC#CO propoxypropynyl alcohol